FC=1C(=NC(=NC1)NC1=CC(=CC=C1)N1CCN(CC1)C)C=1C=C2C(CNC(C2=CC1)=O)(C)C 6-(5-fluoro-2-((3-(4-methylpiperazin-1-yl)phenyl)amino)pyrimidin-4-yl)-4,4-dimethyl-3,4-dihydroisoquinolin-1(2H)-one